fluoro-5'-methoxy-[1,1'-biphenyl] FC1=C(C=CC=C1)C1=CC=CC(=C1)OC